(5S,7S)-2-[(R)-difluoromethylsulfinyl]-7-fluoro-5-phenyl-6,7-dihydro-5H-pyrrolo[1,2-b][1,2,4]triazole FC([S@](=O)C=1N=C2N(N1)[C@@H](C[C@@H]2F)C2=CC=CC=C2)F